2-hydroxy-2-(propyl)benzene OC1(CC=CC=C1)CCC